CN1C(=N\C(\C1=O)=C/C1=CC2=CN(N=C2C=C1)C)SC (5Z)-3-methyl-5-[(2-methylindazol-5-yl)methylene]-2-methylsulfanyl-imidazol-4-one